N1=CC=C2N1N=CC=C2 pyrazolo[1,5-b]pyridazine